N-methyl-4-(2-pyridylamino)benzenesulfonamide CNS(=O)(=O)C1=CC=C(C=C1)NC1=NC=CC=C1